C(C)(C)(C)OC(=O)NC(C(=O)O)CN(CC(F)(F)F)C 2-(tert-butoxycarbonylamino)-3-[methyl(2,2,2-trifluoroethyl)amino]propanoic acid